O=P1OC2=C(C3=C1C=CC=C3)C=CC=C2 6-oxido-6H-dibenzo-(c,e)(1,2)-oxaphosphorin